1-cyclobutyl-4-(4-(4,4,5,5-tetramethyl-1,3,2-dioxaborolan-2-yl)phenyl)piperazine C1(CCC1)N1CCN(CC1)C1=CC=C(C=C1)B1OC(C(O1)(C)C)(C)C